C1CC2CC1COO2 dioxabicyclo[3.2.1]octane